tert-butyl (5-(4-chlorophenyl)thiazolo[5,4-b]pyridin-2-yl)carbamate ClC1=CC=C(C=C1)C1=CC=C2C(=N1)SC(=N2)NC(OC(C)(C)C)=O